FC1([C@H](CN(CC1)C(C(=O)NC1=NC=C(C=C1)OCC(F)F)C)C1=CNC(C=C1)=O)F 2-((S)-4,4-difluoro-3-(6-oxo-1,6-dihydropyridin-3-yl)piperidin-1-yl)-N-(5-(2,2-difluoroethoxy)pyridin-2-yl)propanamide